ClC1=CC=C(C=C1)C#CCN 3-(4-Chlorophenyl)prop-2-yn-1-amine